C(C(=C)C)(=O)OCC1=CC=CO1 furfuryl methacrylate